O1C(OCC1)C=1C=C(N)C=CC1 3-(1,3-dioxolan-2-yl)aniline